cis-2-(8-dimethylamino-2-oxo-8-phenyl-1,3-diazaspiro[4.5]decan-1-yl)-acetic acid CN(C1(CCC2(CNC(N2CC(=O)O)=O)CC1)C1=CC=CC=C1)C